methyl 2-hydroxy-2-methyl-propanoate OC(C(=O)OC)(C)C